1,3,5-tri(3-isocyanatomethylphenyl)-1,3,5-triazine-2,4,6(1H,2H,5H)-trione N(=C=O)CC=1C=C(C=CC1)N1C(N(C(N(C1=O)C1=CC(=CC=C1)CN=C=O)=O)C1=CC(=CC=C1)CN=C=O)=O